4-hydroxy-4-methyl-2-oxo-glutarate OC(CC(C(=O)[O-])=O)(C(=O)[O-])C